COC1=C(CNC2=NC3=CC(=CC=C3C(=N2)N2C[C@@H](CC2)NC(OC(C)(C)C)=O)[N+](=O)[O-])C=CC(=C1)OC (R)-tert-butyl (1-(2-((2,4-dimethoxybenzyl)amino)-7-nitroquinazolin-4-yl)pyrrolidin-3-yl)carbamate